C1(=CC=CC=2C3=CC=CC=C3CC12)COC(=O)N([C@@H](CCCCN)C(=O)O)C(=O)OCC=C N-[fluorenylmethoxycarbonyl]-N2-[(2-propenyl-oxy)carbonyl]-L-lysine